3-(4-mercaptophenyl)-5-methoxy-2-methyl-quinazolin-4(3H)-one SC1=CC=C(C=C1)N1C(=NC2=CC=CC(=C2C1=O)OC)C